Benzyl N-[[(2S,5R,6R)-5-azido-6-[(1R,2R,3S,4R,6S)-4,6-diazido-2-hydroxy-3-methoxy-cyclohexoxy]tetrahydropyran-2-yl]methyl]-N-benzyl-carbamate N(=[N+]=[N-])[C@@H]1CC[C@H](O[C@@H]1O[C@H]1[C@@H]([C@H]([C@@H](C[C@@H]1N=[N+]=[N-])N=[N+]=[N-])OC)O)CN(C(OCC1=CC=CC=C1)=O)CC1=CC=CC=C1